COC=1C=CC=2N(C3=CC=C(C=C3C2C1)OC)CCCOP(O)(O)=O [3-(3,6-dimethoxy-9H-carbazol-9-yl)propyl]phosphoric acid